NC1=NC(=C(C(=N1)NNC(CC1=NC=CC=C1F)=O)Br)C=1OC=CN1 N'-(2-amino-5-bromo-6-(oxazol-2-yl)pyrimidin-4-yl)-2-(3-fluoropyridin-2-yl)acetohydrazide